(methyl-cyclopentadienyl)zirconium CC1(C=CC=C1)[Zr]